3-((2-Oxo-2H-chromen-7-yl)oxy)propyl 2-(((3-methyl-4-(2,2,2-trifluoroethoxy)pyridin-2-yl)methyl)sulfinyl)-1H-benzo[d]imidazole-1-carboxylate CC=1C(=NC=CC1OCC(F)(F)F)CS(=O)C1=NC2=C(N1C(=O)OCCCOC1=CC=C3C=CC(OC3=C1)=O)C=CC=C2